3-(1,3-Benzodioxol-5-yl)-2-methylpropionaldehyde O1COC2=C1C=CC(=C2)CC(C=O)C